N-(5-(5-methylpyridin-2-yl)-1,3,4-thiadiazol-2-yl)-1-ethyl-4-hydroxy-2-quinolone-3-carboxamide CC=1C=CC(=NC1)C1=NN=C(S1)NC(=O)C=1C(N(C2=CC=CC=C2C1O)CC)=O